tert-butyl 3-[2-(1,3-dioxolan-2-yl) pyridin-4-yl]-4-oxopiperidine-1-carboxylate O1C(OCC1)C1=NC=CC(=C1)C1CN(CCC1=O)C(=O)OC(C)(C)C